D-leucyl-arginyl-N-ethyl-prolinamide N[C@H](CC(C)C)C(=O)N[C@@H](CCCNC(N)=N)C(=O)N1[C@@H](CCC1)C(=O)NCC